CN1N=C(C=2CCCCC12)C(=O)O 1-methyl-4,5,6,7-tetrahydro-1H-indazole-3-carboxylic acid